4-[({4-[7-(aminocarbonyl)-2H-indazole-2-yl]phenyl}amino)carbonyl]quinolinium NC(=O)C1=CC=CC2=CN(N=C12)C1=CC=C(C=C1)NC(=O)C1=CC=[NH+]C2=CC=CC=C12